BrC1=CC(=NC=C1)N(C(C)=O)C N-(4-bromo-2-pyridinyl)-N-methyl-acetamide